1,1,1,3,3,4,4,5,5,5-decafluoropentane FC(CC(C(C(F)(F)F)(F)F)(F)F)(F)F